[N+](=O)([O-])C(CCCC(=O)O)CCCCCCCCCCCCC(=O)O 5-nitro-octadecanedioic acid